4-(5-((2-chlorophenyl)amino)-6-fluoro-1H-indazol-1-yl)-N-methylthiophene-2-carboxamide ClC1=C(C=CC=C1)NC=1C=C2C=NN(C2=CC1F)C=1C=C(SC1)C(=O)NC